ClC=1N=C2N(C(C1C)=O)C=C(C=C2)C=2C=NN(C2)C2CN(C2)C(=O)OC(C)(C)C tert-Butyl 3-(4-(2-chloro-3-methyl-4-oxo-4H-pyrido[1,2-a]pyrimidin-7-yl)-1H-pyrazol-1-yl)azetidine-1-carboxylate